ClC1=CC(=C(C(=C1)F)NC1CCC(CC1)(O)COC1=C2CCC(NC2=C(C=C1)F)=O)F 5-((4-((4-chloro-2,6-difluorophenyl)amino)-1-hydroxycyclohexyl)methoxy)-8-fluoro-3,4-dihydroquinolin-2(1H)-one